C(C)S(=O)(=O)C1=CC=C(CN)C=C1 4-(ethylsulfonyl)benzylamine